ClC1=CC=2C(N=C1C1=C(C=C(C=C1)C(F)(F)F)O)=NN(C2)C[C@@H]2CC(N(C2)CC)=O (R)-4-((5-chloro-6-(2-hydroxy-4-(trifluoromethyl)phenyl)-2H-pyrazolo[3,4-b]pyridin-2-yl)methyl)-1-ethylpyrrolidin-2-one